BrC1=CC(=C(C=C1)C=1C=2N(C(=NN1)N[C@H]1CN(CCC1)C)C=CC2)OC(F)(F)F 1-[4-bromo-2-(trifluoromethoxy)phenyl]-N-[(3R)-1-methylpiperidin-3-yl]pyrrolo[1,2-d][1,2,4]triazin-4-amine